dioctylsuccinic acid sodium [Na].C(CCCCCCC)C(C(C(=O)O)CCCCCCCC)C(=O)O